NC1=NC=NN2C1=C(C=C2C2=NN(C=C2)C)C2=CC(=C(C=C2)NC2=NOC(=C2)C)OC N-(4-(4-amino-7-(1-methyl-1H-pyrazol-3-yl)pyrrolo[2,1-f][1,2,4]triazin-5-yl)-2-methoxyphenyl)-5-methylisoxazol-3-amine